5-tert-butyl-2-[2-(tert-butyl-dimethyl-silanyloxy)-ethyl]-2H-pyrazol-3-ylamine C(C)(C)(C)C=1C=C(N(N1)CCO[Si](C)(C)C(C)(C)C)N